C1(CC1)N1N=NC(=C1F)[C@H](C=1C(=NC(=CC1)F)C)NC=1C=C2C(=C(C=NC2=C(C1)C#N)C#N)NCC(C(F)(F)F)(C)C (S)-6-(((1-cyclopropyl-5-fluoro-1H-1,2,3-triazol-4-yl)(6-fluoro-2-methylpyridin-3-yl)methyl)amino)-4-((3,3,3-trifluoro-2,2-dimethylpropyl)amino)quinoline-3,8-dicarbonitrile